Cl.ClC1=CC=C(C=C1)C1CNC1 3-(4-chlorophenyl)azetidine, hydrochloride